4-fluoro-N-methyl-6-(trifluoromethyl)-2,3-dihydrobenzofuran-3-amine FC1=CC(=CC2=C1C(CO2)NC)C(F)(F)F